[Al].OCC(=O)N1[C@@H](CN(CC1)C1=NC=C(C=N1)C1=CC=C2C(=N1)N1C(=N2)CC[C@@H]1C1=C(C=CC=C1)OC)C 2-hydroxy-1-((R)-4-(5-((R)-8-(2-methoxyphenyl)-7,8-dihydro-6H-pyrrolo[2',1':2,3]imidazo[4,5-b]pyridin-2-yl)pyrimidin-2-yl)-2-methylpiperazin-1-yl)ethanone aluminum